COC1=CC=2N=CN=C(C2N=C1)C=1C(=NN(C1)C1OCCCC1)C1=CC=CC=C1 7-methoxy-4-(3-phenyl-1-(tetrahydro-2H-pyran-2-yl)-1H-pyrazol-4-yl)pyrido[3,2-d]pyrimidine